3-(2-(5-(1H-indolbenzylidene)-3-(2,6-dimethylphenyl)-4-oxothiazolidine-2-ylidene)hydrazono)-5-chloro-1H-indol-2-one N1C(=CC2=CC=CC=C12)C1=CC=CC=C1C=C1C(N(C(S1)=NN=C1C(NC2=CC=C(C=C12)Cl)=O)C1=C(C=CC=C1C)C)=O